(e)-(+/-)-beta-((4-chlorophenyl)methylene)-alpha-(1,1-dimethylethyl)-1h-1,2,4-triazole-1-ethanol CC(C)(C)C(C(=CC1=CC=C(C=C1)Cl)N2C=NC=N2)O